The molecule is a pyrimidine compound having a 2-methoxy-4-(4-methylpiperazin-1-yl)anilino group at the 2-position, a 3-(acryloylamino)phenoxy group at the 4-position, and a chloro substituent at the 5-position. It has a role as a tyrosine kinase inhibitor and an antineoplastic agent. It is a member of pyrimidines, a member of piperazines and an organochlorine compound. CN1CCN(CC1)C2=CC(=C(C=C2)NC3=NC=C(C(=N3)OC4=CC=CC(=C4)NC(=O)C=C)Cl)OC